ClC=1C=CC2=C([C@@H](C[C@@H](O2)C(=O)NC23CC(C2)(C3)N3C(OC(C3)C3=CC=C(C=C3)Cl)=O)O)C1 (2R,4R)-6-chloro-N-{3-[5-(4-chlorophenyl)-2-oxo-1,3-oxazolidin-3-yl]bicyclo[1.1.1]pentan-1-yl}-4-hydroxy-3,4-dihydro-2H-1-benzopyran-2-carboxamide